ClC1=NC=C(C(=N1)N1[C@H](COC2(CCC2)C1)C)F (S)-8-(2-chloro-5-fluoropyrimidin-4-yl)-7-methyl-5-oxa-8-azaspiro[3.5]nonane